Cl.CC1=NC=2N(C(=C1C)[C@]1(CN(CCC1)CC#N)C)N=C(C2)[C@@H]2CC[C@H](CC2)C(F)(F)F 2-[(3R)-3-{5,6-dimethyl-2-[trans-4-(trifluoromethyl)cyclohexyl]pyrazolo[1,5-a]pyrimidin-7-yl}-3-methylpiperidin-1-yl]acetonitrile hydrochloride